CN(C(=O)C1=CC=C(OCCN(C(OCC2=CC=CC=C2)=O)C)C=C1)C benzyl (2-(4-(dimethylcarbamoyl)phenoxy)ethyl)(methyl)carbamate